FC1=CC=C(C=C1)C1=CC(=NC=C1SC)NC1=CC=C(C(=O)NC2=C(C=CC(=C2)CN2CCOCC2)C)C=C1 4-((4-(4-fluorophenyl)-5-(methylthio)pyridin-2-yl)amino)-N-(2-methyl-5-(morpholinylmethyl)phenyl)benzamide